N-benzyl-N-[4-(1-benzyl-2,4-dioxo-1,2,3,4-tetrahydronaphtho[1,2-b][1,4]diazepin-5-yl)phenyl]-2-nitrobenzenesulfonamide C(C1=CC=CC=C1)N(S(=O)(=O)C1=C(C=CC=C1)[N+](=O)[O-])C1=CC=C(C=C1)N1C2=C(N(C(CC1=O)=O)CC1=CC=CC=C1)C1=CC=CC=C1C=C2